1-nonadecanoyl-2-tetradecanoyl-glycero-3-phosphoserine C(CCCCCCCCCCCCCCCCCC)(=O)OCC(OC(CCCCCCCCCCCCC)=O)COP(=O)(O)OC[C@H](N)C(=O)O